N-(1-(3,3-difluorocyclobutyl)-2-oxo-1,2-dihydropyridin-3-yl)-2-(4,4-dimethyl-1,4-azasilinan-1-yl)-4-((3-hydroxycyclobutyl)sulfonyl)benzamide FC1(CC(C1)N1C(C(=CC=C1)NC(C1=C(C=C(C=C1)S(=O)(=O)C1CC(C1)O)N1CC[Si](CC1)(C)C)=O)=O)F